CC1N(CCCC1)C(CCCC)=O 1-(2-methylpiperidin-1-yl)pentan-1-one